2-(3-(benzo[d]thiazol-2-ylamino)-4-methyl-6,7-dihydropyrido[2,3-c]pyridazin-8(5H)-yl)-5-(3-(2-fluoro-4-(3-(piperazin-1-yl)prop-1-yn-1-yl)phenoxy)propyl)thiazole-4-carboxylic acid S1C(=NC2=C1C=CC=C2)NC2=C(C1=C(N=N2)N(CCC1)C=1SC(=C(N1)C(=O)O)CCCOC1=C(C=C(C=C1)C#CCN1CCNCC1)F)C